FC1=C(C(=CC(=C1)B1OC(C(O1)(C)C)(C)C)F)CN1C(N(C=2C=NC=3N=C(C=CC3C21)OC)C(=O)OC(C)(C)C)=O tert-butyl 1-((2,6-difluoro-4-(4,4,5,5-tetramethyl-1,3,2-dioxaborolan-2-yl)phenyl)methyl)-7-methoxy-2-oxo-imidazo[4,5-c][1,8]naphthyridine-3-carboxylate